6-((5-oxopyrrolidin-2-yl)methoxy)-4-((triisopropylsilyl)ethynyl)pyrido[3,4-g]isoquinolin-1(2H)-one O=C1CCC(N1)COC1=NC=CC=2C=C3C(=CC12)C(=CNC3=O)C#C[Si](C(C)C)(C(C)C)C(C)C